1,3-bis(diphenylphosphino)benzene C1(=CC=CC=C1)P(C1=CC(=CC=C1)P(C1=CC=CC=C1)C1=CC=CC=C1)C1=CC=CC=C1